6-(Cyclopentyl-(methyl)amino)-4-((methylamino)methyl)-2,3-dihydro-1H-pyrrolo[3,4-c]pyridin-1-one C1(CCCC1)N(C1=CC2=C(C(=N1)CNC)CNC2=O)C